9-methyl-9-phenylfluorene CC1(C2=CC=CC=C2C=2C=CC=CC12)C1=CC=CC=C1